(6S)-6-(2-Chloro-3-{3-[(1S*)-2,2-difluoro-1-hydroxyethyl]phenyl}-phenyl)-2-imino-6-methyl-3-[(2S,4S)-2-methyltetrahydropyran-4-yl]hexahydropyrimidin-4-one hydrochloride Cl.ClC1=C(C=CC=C1C1=CC(=CC=C1)[C@@H](C(F)F)O)[C@@]1(CC(N(C(N1)=N)[C@@H]1C[C@@H](OCC1)C)=O)C |o1:14|